bromo-3-chloro-5,5-dimethyl-hydantoin BrN1C(=O)N(C(=O)C1(C)C)Cl